COC1=CC=2N(N=C1)C(C(=C(N2)C(F)(F)F)C=2C=NC(=NC2)OCC(F)(F)F)=O 8-methoxy-3-[2-(2,2,2-trifluoroethoxy)pyrimidin-5-yl]-2-(trifluoromethyl)-4H-pyrimido[1,2-b]pyridazin-4-one